N-((3S,4S)-3-((8-(cyclopropylmethyl)-6-(2,6-difluoro-3,5-dimethoxyphenyl)pyrido[3,4-d]pyrimidin-2-yl)amino)tetrahydro-2H-pyran-4-yl)acrylamide C1(CC1)CC1=NC(=CC2=C1N=C(N=C2)N[C@@H]2COCC[C@@H]2NC(C=C)=O)C2=C(C(=CC(=C2F)OC)OC)F